OC=1C=CC(=C(C1)CC1=C(C=CC(=C1)O)C(=O)O)C(=O)O di(5-hydroxy-2-carboxyphenyl)methane